6-(dimethylamino)hexanoic acid CN(CCCCCC(=O)O)C